N-(5-bromo-4'-((2-(1,1-difluoroethyl)-6-methylpyrimidin-4-yl)amino)-[2,3'-bipyridyl]-6'-yl)acetamide BrC=1C=CC(=NC1)C=1C=NC(=CC1NC1=NC(=NC(=C1)C)C(C)(F)F)NC(C)=O